CC1=NNC=C1NC(C1=CC=C(C=C1)OC(F)(F)F)=O N-(3-methyl-1H-pyrazol-4-yl)-4-(trifluoromethoxy)benzamide